cyclobutan-1-ol dihydrochloride Cl.Cl.C1(CCC1)O